N1=CN=C(C2=C1NC=C2)N2CCC(CC2)N (7H-pyrrolo[2,3-d]pyrimidin-4-yl)piperidin-4-amine